CC1(OB(OC1(C)C)C1=CC=C(C=2C1=NSN2)B2OC(C(O2)(C)C)(C)C)C 4,7-bis(4,4,5,5-tetramethyl-1,3,2-dioxaborolan-2-yl)benzo[1,2,5]thiadiazole